4-(2,5-dimethylpyrrol-1-yl)-N-ethyl-2-hydroxy-6-methoxy-benzamide CC=1N(C(=CC1)C)C1=CC(=C(C(=O)NCC)C(=C1)OC)O